Methyl 2-[(3-{[(1R,2S)-2-fluorocyclopropyl]carbamoyl}-8-(methylamino)imidazo[1,2-b]pyridazin-6-yl)amino]benzoate F[C@@H]1[C@@H](C1)NC(=O)C1=CN=C2N1N=C(C=C2NC)NC2=C(C(=O)OC)C=CC=C2